3-fluoro-N,2-dimethyl-5-(4,4,5,5-tetramethyl-1,3,2-dioxaborolan-2-yl)benzensulfonamide FC=1C(=C(C=C(C1)B1OC(C(O1)(C)C)(C)C)S(=O)(=O)NC)C